CC1=CC=CC=C1NC(=[NH+]C2=CC=CC=C2C)N.CC1=CC=CC=C1NC(=[NH+]C2=CC=CC=C2C)N.C1=CC=C2C(=C1)C3=NC4=NC(=NC5=C6C=CC=CC6=C([N-]5)N=C7C8=C(C(=CC=C8)S(=O)(=O)[O-])C(=N7)N=C2[N-]3)C9=C4C=CC=C9S(=O)(=O)[O-].[Cu] The molecule is a guanidinium salt that is the bis[1,3-di(2-tolyl)guanidinium] salt of a copper phthalocyanine-disulfonic acid. A dye that is soluble in alcohols and phospholipids and is used to demonstrate myelin. It has a role as a fluorochrome and a histological dye. It is a guanidinium salt and an organosulfonate salt. It contains a Luxol fast blue MBS(2-).